3-(1H-tetrazol-5-yl)-5-(trifluoromethyl)aniline N1N=NN=C1C=1C=C(N)C=C(C1)C(F)(F)F